C[N+](C)(C)[C@@H](CC1=CC=C(C=C1)O)C(=O)[O-] The molecule is an L-tyrosine derivative obtained by trimethylation of the amino function of L-tyrosine. It is a tyrosine betaine and a L-tyrosine derivative. It is an enantiomer of a D-tyrosine betaine.